5-Methyl-1-(pyridin-2-yl)-2-(spiro[cyclobutane-1,1'-inden]-2'-yl)-1H-indole CC=1C=C2C=C(N(C2=CC1)C1=NC=CC=C1)C=1C2(C3=CC=CC=C3C1)CCC2